CC1=CC2=C(C(=CC=3C(C=4C=C(C=CC4C23)C2=CC=C(C=C2)C(F)(F)F)(CCC)CCC)O)C=C1 2-methyl-7,7-dipropyl-9-(4-(trifluoromethyl)phenyl)-7H-benzo[c]fluoren-5-ol